1-(3-(5-fluoro-2-(3-(prop-2-ynyloxy)phenylamino)pyrimidin-4-ylamino)phenyl)-3-methylbut-2-en-1-one FC=1C(=NC(=NC1)NC1=CC(=CC=C1)OCC#C)NC=1C=C(C=CC1)C(C=C(C)C)=O